tert-butyl 2-(4-{1-[(benzyloxy)carbonyl]-3,6-dihydro-2H-pyridin-4-yl}-5-fluoro-1H-pyrrolo[2,3-b]pyridin-2-yl)morpholine-4-carboxylate C(C1=CC=CC=C1)OC(=O)N1CCC(=CC1)C1=C2C(=NC=C1F)NC(=C2)C2CN(CCO2)C(=O)OC(C)(C)C